FC(C(=O)O)(F)F.FC=1C=C(C=C(C1)F)C=1C=C2C(=NC1)C=NN2CC=2C=NC=CC2C 6-(3,5-Difluorophenyl)-1-[(4-methyl-3-pyridyl)methyl]pyrazolo[4,3-b]pyridine trifluoroacetate salt